(E)-1-(1-methyl-1H-imidazol-2-yl)but-2-en-1-one CN1C(=NC=C1)C(\C=C\C)=O